OC=1C=CC(=NC1)NC(=O)N1CCN(CCC1)C1=NC=C(C=C1)C(F)(F)F N-(5-hydroxypyridin-2-yl)-4-[5-(trifluoromethyl)pyridin-2-yl]-1,4-diazacycloheptane-1-carboxamide